C(OCOC1=C2N(N=CC1=O)[C@H]([C@@H]1N(C2=O)CCC1)[C@H](C1=CC=CC=C1)C1=C(C(=CC=C1)F)F)(OCCOC)=O (((9aR,10S)-10-((R)-(2,3-difluorophenyl)(phenyl)methyl)-3,5-dioxo-3,5,8,9,9a,10-hexahydro-7H-pyrrolo[1',2':4,5]pyrazino[1,2-b]pyridazin-4-yl)oxy)methyl (2-methoxyethyl) carbonate